NC([C@@H](CCC)N1C([C@@H](O[C@H]([C@H]1C1=CC=C(C=C1)Cl)C1=CC(=CC=C1)Cl)CC(=O)O)=O)=O 2-((2S,5R,6S)-4-((R)-1-amino-1-oxopentan-2-yl)-6-(3-chlorophenyl)-5-(4-chlorophenyl)-3-oxomorpholin-2-yl)acetic acid